C1(=CC=CC=C1)S(=O)(=O)N1C=CC=2C(=NC(=CC21)C(=O)OC)C=2N(C=CC2)S(=O)(=O)C2=CC=CC=C2 methyl 1-(benzenesulfonyl)-4-(1-(benzenesulfonyl)-1H-pyrrol-2-yl)-1H-pyrrolo[3,2-c]pyridine-6-carboxylate